methyl 5-oxo-4,5-dihydropyrrolo[1,2-a]quinazoline-2-carboxylate O=C1NC=2N(C3=CC=CC=C13)C=C(C2)C(=O)OC